O=C1C(=CNC2=C(C=CC=C12)N1N=CC=C1)C(=O)OCC ethyl 4-oxo-8-(1H-pyrazol-1-yl)-1,4-dihydroquinoline-3-carboxylate